C1CSSC1N aminodithiolane